CC1(C(N(C2=CC=CC=C12)C=1C=NC=C(C1)CC1=NNC(C2=CC=CC=C12)=O)=O)NC(C)=O N-(3-methyl-2-oxo-1-(5-((4-oxo-3,4-dihydrophthalazin-1-yl)methyl)pyridin-3-yl)indolin-3-yl)acetamide